methyl 5-(1-(2-(3-hydroxyazetidin-1-yl)-2-oxoethyl)-3,5-dimethyl-1H-pyrazol-4-yl)-1H-pyrrole-2-carboxylate OC1CN(C1)C(CN1N=C(C(=C1C)C1=CC=C(N1)C(=O)OC)C)=O